C(C)(C)(C)NC(=O)C1CCN(CC1)C1C[C@H]2CC[C@@H](C1)N2C2=NC(=NO2)C(F)(F)F N-tert-butyl-1-{(1r,3r,5s)-8-[3-(trifluoromethyl)-1,2,4-oxadiazol-5-yl]-8-azabicyclo[3.2.1]oct-3-yl}piperidine-4-carboxamide